C(C)(C)C1=NC2=CC=CC=C2C(N1NC(=O)C1C(C1)C1=CC=C(C=C1)Cl)=O 2-(4-Chloro-phenyl)-cyclopropanecarboxylic acid (2-isopropyl-4-oxo-4H-quinazolin-3-yl)-amide